N-[1-[4-(trifluoromethyl)benzoyl]-4-piperidyl]prop-2-enamide FC(C1=CC=C(C(=O)N2CCC(CC2)NC(C=C)=O)C=C1)(F)F